N-(1-(1H-Imidazol-1-yl)ethylidene)aniline N1(C=NC=C1)C(C)=NC1=CC=CC=C1